Bis-Indolyl C1=C[In]C=C1.C1=C[In]C=C1